BrC1=C(C=CC=C1)[C@@H]1CN(CCN1C)C1=CC(=NC(=N1)N)N (R)-6-(3-(2-bromophenyl)-4-methylpiperazin-1-yl)pyrimidine-2,4-diamine